CN1C(C(=CC2=C1N=CN=C2)C=2CC[S@](CC2)(=O)=NC2COC2)=O 8-methyl-6-((R)-1-(oxetan-3-ylimino)-1-oxo-1,2,3,6-tetrahydro-1lambda6-Thiopyran-4-yl)pyrido[2,3-d]Pyrimidin-7(8H)-one